NC1=CC(=C(C(=O)OCC)C=C1NCCOC)C ethyl 4-amino-5-((2-methoxyethyl) amino)-2-methylbenzoate